C(C)(=O)OCCC(CC=CCCCC)C 3-methyldec-5-en-1-yl acetate